(5'S)-1-benzoyl-3'-oxotetrahydro-3'H-spiro[piperidine-4,2'-pyrrolo[2,1-b]oxazole]-5'-carboxylic acid C(C1=CC=CC=C1)(=O)N1CCC2(C(N3C(O2)CC[C@H]3C(=O)O)=O)CC1